(trimethylstannyl)pyrimidin C[Sn](C)(C)C1=NC=CC=N1